5-{2-[5-Chloro-2-(5-ethoxyquinoline-8-sulfonamido)phenyl]ethynyl}-4-methoxypyridine-2-carboxylic acid ClC=1C=CC(=C(C1)C#CC=1C(=CC(=NC1)C(=O)O)OC)NS(=O)(=O)C=1C=CC(=C2C=CC=NC12)OCC